6,7-dihydro-1,2-oxaazepin O1N=CC=CCC1